FC1=C2CC(CC2=CC=C1)NCCCC1CN(C(O1)=O)C=1C=CC=2OCC(NC2N1)=O 6-[5-[3-[(4-fluoro-2,3-dihydro-1H-inden-2-yl)amino]propyl]-2-oxo-1,3-oxazolidin-3-yl]-4H-pyrido[3,2-b][1,4]oxazin-3-one